FC(C1=NC=CC(=C1)N1C[C@@H](CC1)C(=O)N1CC2=C3CCCC3=NC(=C2C1)C(F)F)F [1-(2-Difluoromethyl-pyridin-4-yl)-pyrrolidin-3(R)-yl]-(4-difluoromethyl-3,6,7,8-tetrahydro-1H-2,5-diaza-as-indacen-2-yl)-methanone